The molecule is an alkyl-gibberellin that is gibberellin A4 carrying an extra methyl substituent at position 1beta (4beta using gibbane skeletal numbering). C[C@@H]1C[C@@H]([C@@]2([C@@H]3[C@@]1([C@@H]4CC[C@@H]5C[C@@]4([C@H]3C(=O)O)CC5=C)OC2=O)C)O